C(C1=CC=CC=C1)N1N=CN=C1Cl 1-benzyl-5-chloro-1H-1,2,4-triazole